P(=O)(OC[N+]1=C(C(=CC=C1)C1=CC(=NO1)CC1=CC=C(C=C1)OCC1=CC=NC=C1)N)(O)[O-] (2-amino-3-(3-(4-(pyridin-4-ylmethoxyl)benzyl)isoxazol-5-yl)pyridin-1-ium-1-yl)methyl hydrogen phosphate